4-(2-(3-fluoro-4-(trifluoromethyl)phenyl)-2H-pyrazolo[3,4-d]pyrimidin-4-yl)-N-(4-(methylthio)benzyl)piperazine-2-carboxamide FC=1C=C(C=CC1C(F)(F)F)N1N=C2N=CN=C(C2=C1)N1CC(NCC1)C(=O)NCC1=CC=C(C=C1)SC